BrC=1N=C2C(=NC1)N(C=C2C=C)S(=O)(=O)C2=CC=C(C)C=C2 2-bromo-5-(p-toluenesulfonyl)-7-vinyl-5H-pyrrolo[2,3-b]pyrazine